COC(=O)C1=NC(=CC=C1NC(C)C=1C=C(C=C2C(C=C(OC12)Br)=O)C(F)(F)F)Cl 3-[1-[2-bromo-4-oxo-6-(trifluoromethyl)chromen-8-yl]ethylamino]-6-chloro-pyridine-2-carboxylic acid methyl ester